di(2,6-di-t-butyl-4-methylphenyl)pentaerythritol diphosphite OP(O)OP(O)O.C(C)(C)(C)C1=C(C(=CC(=C1)C)C(C)(C)C)C(O)(C(CO)(CO)CO)C1=C(C=C(C=C1C(C)(C)C)C)C(C)(C)C